9-Methyl-2,5-dioxa-8-azaspiro[3.5]nonane CC1NCCOC12COC2